C(CCC#C)(=O)N pent-4-ynoic amide